(4-chlorophenyl)-3-phenylpropionitrile ClC1=CC=C(C=C1)C(C#N)CC1=CC=CC=C1